N1C(CCC2=CC=CC=C12)CNC(OC(C)(C)C)=O tert-butyl ((1,2,3,4-tetrahydroquinolin-2-yl)methyl)carbamate